(R)-3-(4-fluoro-3'-(2-((1-(3-methoxyphenyl)ethyl)amino)ethoxy)-5'-(trifluoromethyl)-[1,1'-biphenyl]-3-yl)propanoic acid FC1=C(C=C(C=C1)C1=CC(=CC(=C1)C(F)(F)F)OCCN[C@H](C)C1=CC(=CC=C1)OC)CCC(=O)O